1,4-dihydrobenzo[d][1,2]oxathiine 3,3-dioxide C1C2=C(CS(O1)(=O)=O)C=CC=C2